3-[5-chloro-2-[4-(trifluoromethyl)anilino]-3-pyridyl]-4H-1,2,4-oxadiazol-5-one ClC=1C=C(C(=NC1)NC1=CC=C(C=C1)C(F)(F)F)C1=NOC(N1)=O